CC1(OCCC(C1)O)C 2,2-dimethyloxan-4-ol